O1COC2=C1C=CC=C2CN Benzo[d][1,3]dioxol-4-ylmethylamine